OCCC1(CC1)COCCC(=O)OC(C)(C)C tert-butyl 3-((1-(2-hydroxyethyl)cyclopropyl)methoxy)propanoate